n-butoxyhafnium tribromide [Br-].[Br-].[Br-].C(CCC)O[Hf+3]